4-methyl-N-((2-(4-methyl-3-(pyridin-4-yl)piperazin-1-yl)-1,6-naphthyridin-7-yl)methyl)-3-(methylsulfonyl)benzamide CC1=C(C=C(C(=O)NCC2=NC=C3C=CC(=NC3=C2)N2CC(N(CC2)C)C2=CC=NC=C2)C=C1)S(=O)(=O)C